C(C)N(C(=O)C1=CSC=C1)CC N,N-diethylthiophene-3-carboxamide